N1=CC(=C2COCCN21)N2N=CC(=C2)S(=O)(=O)NC=2C(=CC=C1C=NN(C21)C)OC 1-(6,7-DIHYDRO-4H-PYRAZOLO[5,1-C][1,4]OXAZIN-3-YL)-N-(6-METHOXY-1-METHYL-1H-INDAZOL-7-YL)-1H-PYRAZOLE-4-SULFONAMIDE